5-((2,4-dimethoxybenzyl)amino)-6-(1H-imidazol-1-yl)-N-((1r,4r)-4-methoxycyclohexyl)pyridinecarboxamide COC1=C(CNC=2C=CC(=NC2N2C=NC=C2)C(=O)NC2CCC(CC2)OC)C=CC(=C1)OC